1,3,5-triphenyl-1,3,5-triazine C1(=CC=CC=C1)N1CN(CN(C1)C1=CC=CC=C1)C1=CC=CC=C1